[3-[4-(3-Chloropyridazin-4-yl)oxyphenyl]azetidin-1-yl]-[(3R)-3-(tetrazol-1-yl)pyrrolidin-1-yl]methanone ClC=1N=NC=CC1OC1=CC=C(C=C1)C1CN(C1)C(=O)N1C[C@@H](CC1)N1N=NN=C1